CC1(C(N(OC1)CC1=CC=C(C=C1)C1=NOC(=N1)C(F)(F)F)=O)C 4,4-Dimethyl-2-[[4-[5-(trifluoromethyl)-1,2,4-oxadiazol-3-yl]phenyl]methyl]isooxazolidin-3-on